(Z)-2-methyl-2-pentenoic acid C/C(/C(=O)O)=C/CC